methyl (2-(5'-fluoro-1'-methyl-3-(1-(4-(methylamino)-4-oxobutanoyl)piperidin-4-yl)-1H,1'H-[4,6'-biindazol]-1-yl)acetyl)glycylglycinate FC=1C=C2C=NN(C2=CC1C=1C=2C(=NN(C2C=CC1)CC(=O)NCC(=O)NCC(=O)OC)C1CCN(CC1)C(CCC(=O)NC)=O)C